C(=O)(O)C1=CC=C(OC=2C=C(C=CC2)C2=CCC(C=C2)(C2=CC=CC=C2)OC2=CC=C(C=C2)C(=O)O)C=C1 3,4'-bis(4-carboxyphenoxy)-p-terphenyl